2-(6-(7-azaspiro[3.5]non-7-yl)pyrimidin-4-yl)-4-(1H-1,2,3-triazol-1-yl)-1,2-dihydro-3H-pyrazol-3-one C1CCC12CCN(CC2)C2=CC(=NC=N2)N2NC=C(C2=O)N2N=NC=C2